FC1=C2C=C(NC2=CC(=C1)F)C(=O)N1CCN(CC1)C(C(=O)NCC1(CC1)CO)=O 2-(4-(4,6-difluoro-1H-indole-2-carbonyl)piperazin-1-yl)-N-((1-(hydroxymethyl)cyclopropyl)methyl)-2-oxoacetamide